N-(2-(4,4-difluoropiperidin-1-yl)-6-methylpyrimidin-4-yl)-4-iodo-2-(6-methyl-3-azabicyclo[4.1.0]hept-3-yl)benzamide FC1(CCN(CC1)C1=NC(=CC(=N1)NC(C1=C(C=C(C=C1)I)N1CC2CC2(CC1)C)=O)C)F